C(=O)C1CCC(CC1)N1C(C2=CC(=C(C=C2C1)NC(=O)C1=NC(=CC=C1)C(F)(F)F)OC)(C)C N-[2-(4-formylcyclohexyl)-6-methoxy-1,1-dimethyl-isoindolin-5-yl]-6-(trifluoromethyl)pyridine-2-carboxamide